C(C)(C)(C)OC(=O)N(C(OC(C)(C)C)=O)C=1C2=C(N=CN1)N(C=C2B2OC(C(O2)(C)C)(C)C)C2CCN(CC2)S(=O)(=O)C tert-butyl (tert-butoxycarbonyl)(7-(1-(methylsulfonyl)piperidin-4-yl)-5-(4,4,5,5-tetramethyl-1,3,2-dioxaborolan-2-yl)-7H-pyrrolo[2,3-d]pyrimidin-4-yl)carbamate